C(C)(C)(C)C1C(N(CCN1C(=O)O)C(=O)O)(C(NCC(=O)OC)=O)C(C)(C)C.C(C)(C)(C)OC(=O)N1C(CN(CC1)C(=O)OC(C)(C)C)C(NCC(=O)OC)=O 2-((2-methoxy-2-oxoethyl)carbamoyl)piperazine-1,4-dicarboxylic acid di-tert-butyl ester (di-tert-butyl 2-((2-methoxy-2-oxoethyl) carbamoyl) piperazine-1,4-dicarboxylate)